ONC([C@@H](CC(C)C)NC(C1=C(C=CC=C1)OC1=CC=CC=C1)=O)=O (R)-N-(1-(hydroxyamino)-4-methyl-1-oxopentan-2-yl)-2-phenoxybenzamide